3-(bis(tert-butoxycarbonyl)amino-2-chloro-6-fluorophenoxy)-2-methylbenzoate C(C)(C)(C)OC(=O)N(C(=O)OC(C)(C)C)C=1C(=C(OC=2C(=C(C(=O)[O-])C=CC2)C)C(=CC1)F)Cl